CN1CCN(CC1)CCOC=1C=CC2=C(N=C(S2)CNC(=O)C2(CC3=CC=CC=C3C2)CC(=O)O)C1 2-[2-[[5-[2-(4-Methylpiperazin-1-yl)ethoxy]-1,3-benzothiazol-2-yl]methylcarbamoyl]indan-2-yl]acetic acid